NC1=CN=CC(=N1)C=1N=C(C=2N(C1)N=CN2)NC2=CC=C(C=C2)N2CCN(CC2)C=2NOC=CC2 6-(6-aminopyrazin-2-yl)-N-(4-(4-(oxazin-3-yl)piperazin-1-yl)phenyl)-[1,2,4]triazolo[1,5-a]pyrazin-8-amine